BrC=1C2=C(C=3C(=NC(=NC3C1F)SCC)C1(C3CN(CC1CC3)C(=O)OC(C)(C)C)C(=O)OC)COC2 O3-tert-butyl O8-methyl 8-(6-bromo-3-ethylsulfanyl-5-fluoro-7,9-dihydrofuro[3,4-f]quinazolin-1-yl)-3-azabicyclo[3.2.1]octane-3,8-dicarboxylate